FC=1C=CC(=C2C=C(N(C12)CCNC1=CC=NC=N1)C)OC 6-[2-(7-fluoro-4-methoxy-2-methyl-indol-1-yl)-ethylamino]-pyrimidin